N-[(1S)-3-cyano-1,5,5-trimethyl-4-oxocyclohex-2-en-1-yl]-2-(difluoromethyl)-N-methylpyridine-4-carboxamide C(#N)C1=C[C@@](CC(C1=O)(C)C)(C)N(C(=O)C1=CC(=NC=C1)C(F)F)C